COC1=C(C=C(C=C1)[N+](=O)[O-])C1(C(=O)N)CC=C(C(=O)NC)C=C1 1-(2-methoxy-5-nitrophenyl)-N4-methylterephthalamide